6-(2-(2H-Tetrazol-5-yl)ethyl)-2-amino-7-oxo-6-phenyl-4,5,6,7-tetrahydrobenzo[b]thiophene-3-carboxylic acid N=1NN=NC1CCC1(CCC2=C(SC(=C2C(=O)O)N)C1=O)C1=CC=CC=C1